ONC(\C=C\C1=C(C=CC=C1)N1CCC(CC1)NS(=O)(=O)C1=C(C=CC=C1)OC)=O (E)-N-hydroxy-3-(2-(4-((2-methoxy-phenyl)sulfonamido)piperidin-1-yl)phenyl)acrylamide